2-(1-((3,5-dimethylpiperazin-1-yl)sulfonyl)ethyl)-10H-phenothiazine CC1CN(CC(N1)C)S(=O)(=O)C(C)C1=CC=2NC3=CC=CC=C3SC2C=C1